FC(CN(C1=NC=2N(C3=C1C(=CN=C3)F)C=NN2)C2=CC(=CC(=C2)F)C#CC(C)(C)C)F N-(2,2-difluoroethyl)-N-(3-(3,3-dimethylbut-1-yn-1-yl)-5-fluorophenyl)-6-fluoropyrido[4,3-e][1,2,4]triazolo[4,3-a]pyrimidin-5-amine